(19R)-11-ethyl-16-fluoro-3,19-dimethyl-20-oxa-3,4,10,11,23-pentaazapentacyclo[19.3.1.02,6.08,12.013,18]pentacosa-1(24),2(6),4,8(12),9,13,15,17,21(25),22-decaen-22-amine C(C)N1N=CC=2CC=3C=NN(C3C3=CN=C(C(O[C@@H](C4=CC(=CC=C4C12)F)C)=C3)N)C